C(C)(=O)OC1C(OC(C(C1CC(=O)[O-])OC(C)=O)OC1=CC=C(C=C1)C(C=CC1=CC=CC=C1)=O)COC(C)=O 3,5-DI(Acetyloxy)-2-[(acetyloxy)methyl]-6-(4-cinnamoylphenoxy)tetrahydro-2H-pyran-4-ylacetate